N1(C=NC=C1)CC1=CC=C(C=C1)C(=CC(=O)OCC)C ethyl 3-(4-(1H-imidazolylmethyl) phenyl)-but-2-enoate